NC1=C2C(=NC=N1)N(N=C2C2=CC=C(C=C2)OC2=CC=CC=C2)C2C(CN(CC2)CC=2C(=C1C(N(C(C1=CC2)=O)C2C(NC(CC2)=O)=O)=O)F)F 5-((4-(4-amino-3-(4-phenoxyphenyl)-1H-pyrazolo[3,4-d]pyrimidin-1-yl)-3-fluoropiperidin-1-yl)methyl)-2-(2,6-dioxopiperidin-3-yl)-4-fluoroisoindoline-1,3-dione